(S)-2-(1-((4-ethoxy-3-(1-methyl-7-oxo-3-propyl-4,7-dihydro-1H-pyrazolo[4,3-d]pyrimidin-5-yl) phenyl) sulfonyl) piperidin-4-yl)-2-hydroxyethyl nitrate [N+](=O)(OC[C@@H](O)C1CCN(CC1)S(=O)(=O)C1=CC(=C(C=C1)OCC)C1=NC(C2=C(N1)C(=NN2C)CCC)=O)[O-]